Cl.Cl.C(N)(=N)C1=C2C=C(NC2=CC(=C1)C(N)=N)C1=CC=CC=C1 4,6-diamidino-2-phenylindole 2HCl